6-(1-(4-((1R,5S)-3-Azabicyclo[3.1.0]hexan-3-yl)benzyl)-4-chloro-1H-indazol-7-carboxamido)spiro[3.3]heptan [C@@H]12CN(C[C@H]2C1)C1=CC=C(CN2N=CC3=C(C=CC(=C23)C(=O)NC2CC3(CCC3)C2)Cl)C=C1